cis-4-ethyl-2-methyl-2,3,4,6,7,8-hexahydro-5H-chromen-5-one C(C)[C@@H]1C[C@@H](OC=2CCCC(C12)=O)C